N-(4-aminobutyl)-4-((3-(4-(difluoromethoxy)-2,3-difluorophenyl)imidazo[1,2-a]pyrazin-8-yl)amino)-2-ethylbenzamide hydrochloride Cl.NCCCCNC(C1=C(C=C(C=C1)NC=1C=2N(C=CN1)C(=CN2)C2=C(C(=C(C=C2)OC(F)F)F)F)CC)=O